OC1=C(C(N(CC1)CC=1C=NC(=CC1)OC1=CC=C(C=C1)CCC)=O)C(=O)NCC(=O)O N-[(4-hydroxy-2-oxo-1-{[6-(4-propylphenoxy)-3-pyridinyl]methyl}-1,2,5,6-tetrahydro-3-pyridinyl)carbonyl]glycine